FC(S(=O)(=O)NC(CC1N(C(CC1)=O)CC1=C(C(=CC=C1)F)F)=O)F N-(difluoromethylsulfonyl)-2-[1-[(2,3-difluorophenyl)methyl]-5-oxopyrrolidin-2-yl]acetamide